7-Ethyl-4-(methylamino)-1-(pyridin-3-yl)pyrido[2,3-d]pyrimidin-2(1H)-one C(C)C=1C=CC2=C(N(C(N=C2NC)=O)C=2C=NC=CC2)N1